COC(C1=CC=C(C=N1)N1CCN(CC1)C(=O)OCC1=CC=CC=C1)OC benzyl 4-(6-(dimethoxymethyl)pyridin-3-yl)piperazine-1-carboxylate